ClC1=C(C(=O)O)C(=CC=C1C#N)Cl 2,6-dichloro-3-cyanobenzoic acid